BrC1=C(C2=C(N=CN=C2N)N1C)C1=NC=C(C=N1)C(F)(F)F 6-bromo-7-methyl-5-[5-(trifluoromethyl)pyrimidin-2-yl]-pyrrolo[2,3-d]pyrimidin-4-amine